7-[4-[(R)-amino(5-chloro-2-hydroxy-4-methylphenyl)methyl]piperidine-1-carbonyl]-2,4-dihydro-1,4-benzoxazin-3-one N[C@H](C1CCN(CC1)C(=O)C1=CC2=C(NC(CO2)=O)C=C1)C1=C(C=C(C(=C1)Cl)C)O